7-(1-((tert-butoxycarbonyl)aminomethyl)cyclohexyl)-2-chloro-7H-pyrrolo[2,3-d]pyrimidine-6-carboxylic acid C(C)(C)(C)OC(=O)NCC1(CCCCC1)N1C(=CC2=C1N=C(N=C2)Cl)C(=O)O